2-(3-(2-(7,8-Dimethyl-[1,2,4]triazolo[1,5-a]pyridin-6-yl)-3-isopropyl-1H-indol-5-yl)azetidin-1-yl)acetamid CC1=C(C=2N(C=C1C=1NC3=CC=C(C=C3C1C(C)C)C1CN(C1)CC(=O)N)N=CN2)C